(S)-4-((2-ethoxyethyl)(4-(5,6,7,8-tetrahydro-1,8-naphthyridin-2-yl)butyl)amino)-2-(2-(trifluoromethyl)nicotinamido)butanoic acid C(C)OCCN(CC[C@@H](C(=O)O)NC(C1=C(N=CC=C1)C(F)(F)F)=O)CCCCC1=NC=2NCCCC2C=C1